17-oxoestra-1(10),2,4-trien O=C1[C@]2(C)[C@@H](CC1)[C@@H]1CCC3=CC=CC=C3[C@H]1CC2